1-Chloro-7-methyl-3-methylen-6-octen-4-yl p-tolyl sulfone C1(=CC=C(C=C1)S(=O)(=O)C(C(CCCl)=C)CC=C(C)C)C